N-(6-bromothiazolo[4,5-b]pyrazin-2-yl)-6-cyano-4-(5-cyano-2-methoxyphenyl)pyridine-3-carboxamide BrC=1N=C2C(=NC1)N=C(S2)NC(=O)C=2C=NC(=CC2C2=C(C=CC(=C2)C#N)OC)C#N